2-(3,5-dichloro-4-(2-cyano-4-hydroxy-3-isopropylbenzyl)phenoxy)acetic acid ClC=1C=C(OCC(=O)O)C=C(C1CC1=C(C(=C(C=C1)O)C(C)C)C#N)Cl